FC1=CC=C2C(=C(C=NC2=C1C1=C(C(=CC(=C1)F)F)F)C(=O)O)C1COCC1 7-Fluoro-4-(oxolan-3-yl)-8-(2,3,5-trifluorophenyl)quinoline-3-carboxylic acid